C(N1COC(=C1)C)N1COC(=C1)C 3,3'-methylene-bis(5-methyl-oxazoline)